C1(CCCC1)C(C1=CC=CC=C1)(C1CCCCC1)Cl cyclopentyl-cyclohexyl-benzyl chloride